C(C)(C)(C)C1=CC=C(C=C1)C1=CC=C(C2=NN(N=C21)CC(C)C)C=2SC(=CC2)C=O 4-(4-(tert-butyl)phenyl)-2-isobutyl-7-(5-formylthiophene-2-yl)-benzotriazole